CC1=CC=NN1C1=NN=C(S1)C=1C(OC(=CC1)C(=O)N)=O (5-(5-methyl-1H-pyrazol-1-yl)-1,3,4-thiadiazol-2-yl)-2-oxo-2H-pyran-6-carboxamide